C1(=CC=CC=C1)/C=C/CN1CCN(CC1)C(C1=C(C=CC=C1)C1CNCC1)=O 1-[(2E)-3-phenyl-2-propen-1-yl]-4-[2-(3-pyrrolidinyl)benzoyl]piperazine